1-methyl-1-tetradecylpiperidinium C[N+]1(CCCCC1)CCCCCCCCCCCCCC